FCCCC=1C(=NON1)C(=O)N 4-(3-fluoropropyl)-1,2,5-oxadiazole-3-carboxamide